((5-bromo-2-nitropyridin-3-yl)amino)-2-(hydroxymethyl)-2-methylpropanoic acid BrC=1C=C(C(=NC1)[N+](=O)[O-])NCC(C(=O)O)(C)CO